N1N=CC2=CC=C(C=C12)OCC(=O)NC12CC(C1)(C2)N 2-((1H-indazol-6-yl)oxy)-N-(3-aminobicyclo[1.1.1]pentan-1-yl)acetamide